6'-[(piperidin-1-yl)methyl]-2',3'-dihydrospiro[cyclohexane-1,1'-indene]-4-carboxylic acid N1(CCCCC1)CC1=CC=C2CCC3(C2=C1)CCC(CC3)C(=O)O